N-(6-(4-(2,2-dimethyl-2,3-dihydrofuro[2,3-c]pyridin-5-yl)thiazol-2-ylamino)-5-(trifluoromethyl)pyridin-3-yl)-N-methylacetamide CC1(CC=2C(=CN=C(C2)C=2N=C(SC2)NC2=C(C=C(C=N2)N(C(C)=O)C)C(F)(F)F)O1)C